N-[4-[(6,7-Dimethoxy-1,5-naphthyridin-4-yl)oxy]-3-fluorophenyl]-4-hydroxy-2-methyl-5-(5-methylthiophen-2-yl)pyridine-3-carboxamide COC=1N=C2C(=CC=NC2=CC1OC)OC1=C(C=C(C=C1)NC(=O)C=1C(=NC=C(C1O)C=1SC(=CC1)C)C)F